N-(diphenylphosphaneyl)-6-(1H-pyrazol-1-yl)pyridin-2-amine C1(=CC=CC=C1)P(NC1=NC(=CC=C1)N1N=CC=C1)C1=CC=CC=C1